F[O-] hypofluorite